(R)-(4-((4-Methoxypyridin-3-yl)(4-(trifluoromethyl)phenyl)amino)piperidin-1-yl)(tetrahydrofuran-3-yl)methanone COC1=C(C=NC=C1)N(C1CCN(CC1)C(=O)[C@H]1COCC1)C1=CC=C(C=C1)C(F)(F)F